C(#C)C1=NC(=NC(=C1)C=1SC=CC1)S(=O)(=O)C 4-ethynyl-2-(methylsulfonyl)-6-(thiophen-2-yl)pyrimidine